BrC=1C=C(C=CC1NCCC1=CC=CC=C1)S(=O)(=O)NC 3-bromo-N-methyl-4-(2-phenylethylamino)benzenesulfonamide